6-amino-7-(trans-3-(3,5-dimethoxyphenyl)cyclobutyl)-7,9-dihydro-8H-purin-8-one NC1=C2N(C(NC2=NC=N1)=O)[C@@H]1C[C@H](C1)C1=CC(=CC(=C1)OC)OC